NC1=NC=NN2C1=C(C=C2C=2C=NC(=C(C(=O)N[C@@H]1CN(C[C@@H]1F)C(=O)O[C@@H](CO)CC(C)C)C2)OC)C(F)(F)F (R)-1-Hydroxy-4-methylpentan-2-yl (3R,4S)-3-(5-(4-amino-5-(trifluoromethyl)pyrrolo[2,1-f][1,2,4]triazin-7-yl)-2-methoxynicotinamido)-4-fluoropyrrolidine-1-carboxylate